4-[[2-[2-Chloro-5-hydroxy-4-(2-hydroxy-1,1-dimethyl-ethyl)phenyl]acetyl]amino]-N-[1-(trifluoromethyl)cyclopropyl]pyridine-2-carboxamide ClC1=C(C=C(C(=C1)C(CO)(C)C)O)CC(=O)NC1=CC(=NC=C1)C(=O)NC1(CC1)C(F)(F)F